CN(C1CCC2(CCN(CC2)C(CC#N)=O)CC1)C=1C2=C(N=CN1)NC=C2 3-{9-[Methyl(7H-pyrrolo[2,3-d]pyrimidin-4-yl)amino]-3-azaspiro[5.5]undec-3-yl}-3-oxopropionitril